C(CCC)C1=C(C(=NN1CCC)C(C)C)O Butyl-4-hydroxy-1-n-propyl-3-isopropyl-pyrazol